(R)-6-fluoro-3-methyl-7-((8-methylcarbamoyl-1,2,4a,5-tetrahydropyrazino[1,2-d]pyrido[2,3-b][1,4]oxazin-3(4H)-yl)methyl)pyrazolo[1,5-a]quinoxalin-4(5H)-one FC1=C2NC(C=3N(C2=CC=C1CN1C[C@H]2N(C4=C(OC2)N=C(C=C4)C(NC)=O)CC1)N=CC3C)=O